Cl.N1=CN=C(C2=C1NC=C2)N2CCSC(=C2)C(=O)N2C[C@@H]([C@H](CC2)O)N (4-(7H-pyrrolo[2,3-d]pyrimidin-4-yl)-3,4-dihydro-2H-1,4-thiazin-6-yl)((3S,4S)-3-amino-4-hydroxypiperidin-1-yl)methanone hydrochloride